C(C1=CC(OC)=C(O)C=C1)O vanillyl alcohol